((R)-3-(4-Fluorophenyl)pyrrolidin-1-yl)(4-((R)-2-hydroxy-3-(2H-tetrazol-2-yl)propoxy)phenyl)methanon FC1=CC=C(C=C1)[C@@H]1CN(CC1)C(=O)C1=CC=C(C=C1)OC[C@@H](CN1N=CN=N1)O